N1=CC=C(C=C1)C12CC(C1)(C2)N2C(CC(CC2=O)C=2C=NC(=CC2)C(F)(F)F)=O 1-(3-(pyridin-4-yl)bicyclo[1.1.1]pentan-1-yl)-4-(6-(trifluoromethyl)pyridin-3-yl)piperidine-2,6-dione